NC1=C(C=CC(=C1)N(CC1=CC=C(C=C1)C(F)(F)F)CC#C)NC(OCC)=O ethyl (2-amino-4-(prop-2-yn-1-yl(4-(trifluoromethyl)benzyl)amino)phenyl)carbamate